3-(5-Chloro-1-methyl-2-oxo-1,2-dihydro-1,8-naphthyridin-3-yl)-3-methoxypyrrolidine-1-carboxylate ClC1=C2C=C(C(N(C2=NC=C1)C)=O)C1(CN(CC1)C(=O)[O-])OC